C(C)(C)(C)OC(=O)N[C@@H](CC1=CC=CC=C1)C(=O)OCC(CCCCCC)CCCCCC 2-hexyloctyl (tert-butoxycarbonyl)-L-phenylalaninate